CP(=O)(C)C1=CC(=C(C=C1)NCC#CC1=C(C2=C(S1)C(=CC=C2)NC2C1COCC2CN(C1)C(=O)OC(C)(C)C)CC(F)(F)F)OC tert-butyl 9-((2-(3-((4-(dimethylphosphoryl)-2-methoxyphenyl)amino)prop-1-yn-1-yl)-3-(2,2,2-trifluoroethyl)benzo[b]thiophen-7-yl)amino)-3-oxa-7-azabicyclo[3.3.1]nonane-7-carboxylate